Leucic Acid C(C(O)CC(C)C)(=O)O